2-(2-fluoro-4-(piperidin-4-yl)phenyl)-N-(3-(4-fluoropiperidin-1-yl)propyl)benzo[d]imidazo[2,1-b]thiazole-7-carboxamide dihydrochloride Cl.Cl.FC1=C(C=CC(=C1)C1CCNCC1)C=1N=C2SC3=C(N2C1)C=CC(=C3)C(=O)NCCCN3CCC(CC3)F